NC1=NC2=C(C=CC=C2C(=N1)C(=O)NCC=1C=CC=C2C=CC=NC12)OC(F)(F)F 2-amino-N-(8-quinolylmethyl)-8-(trifluoromethoxy)quinazoline-4-carboxamide